C(C)(C)(C)OC(=O)NC1CC(C1)CCNCCC1CC(C1)NC(OC(C)(C)C)=O tert-butyl N-(3-{2-[(2-{3-[(tert-butoxycarbonyl)amino]cyclobutyl}ethyl)amino]ethyl}cyclobutyl)carbamate